NC=1C=C(C=C(C1)C(F)(F)F)[C@@H](C)NC=1C2=C(N=C(N1)NC)C=NC(=C2)C2CC2 N4-((R)-1-(3-amino-5-(trifluoromethyl)phenyl)ethyl)-6-cyclopropyl-N2-methylpyrido[3,4-d]pyrimidine-2,4-diamine